C1(CCCCC1)C=1C(=CC(=C(C1)C(C1=CC=C(C=C1)O)C1=C(C=C(C(=C1)C1CCCCC1)C)O)O)C bis(5-cyclohexyl-2-hydroxy-4-methylphenyl)-4-hydroxyphenyl-methane